C(C)N(CC#CCO\N=C\1/CC(CC2=C1C(=CO2)C)(C)C)CC (E)-3,6,6-Trimethyl-6,7-dihydrobenzofuran-4(5H)-one-O-(4-(diethylamino)but-2-yn-1-yl) oxime